(4-chlorobenzyl)-3-(1H-tetrazol-5-yl)quinolin-4(1H)-one ClC1=CC=C(CN2C=C(C(C3=CC=CC=C23)=O)C2=NN=NN2)C=C1